6-[5-chloro-3-[(1S)-1-[[6-chloro-5-(trifluoromethyl)-1,3-benzoxazol-2-yl]amino]ethyl]pyrazin-2-yl]pyridine-3-carbonitrile ClC=1N=C(C(=NC1)C1=CC=C(C=N1)C#N)[C@H](C)NC=1OC2=C(N1)C=C(C(=C2)Cl)C(F)(F)F